2,3,4,5,6,7,8,9-octaethyl-1,10-decanediamine C(C)C(CN)C(C(C(C(C(C(C(CN)CC)CC)CC)CC)CC)CC)CC